NC=1C(=NC2=C(C(=C(C=C2C1NC1CCN(CC1)C(=O)OC(C)(C)C)Cl)Br)F)N1CC(C1)N(C)C tert-butyl 4-((3-amino-7-bromo-6-chloro-2-(3-(dimethylamino)azetidin-1-yl)-8-fluoroquinolin-4-yl)amino)piperidine-1-carboxylate